ClC1=CC=C(C2=C1OCO2)CO (7-chlorobenzo[d][1,3]dioxol-4-yl)methanol